FC=1C(=C(C=CC1F)[C@@H]1[C@H](O[C@](C1)(C(F)(F)F)C)C(=O)NC1=CC(=[N+](C=C1)[O-])C(=O)N)OC (2S,3R,5R)-4-[[3-(3,4-Difluoro-2-methoxy-phenyl)-5-methyl-5-(trifluoromethyl)tetrahydrofuran-2-carbonyl]amino]-1-oxido-pyridin-1-ium-2-carboxamid